Cl.NC\C=C(\CN1C(=NC2=C1C=CC=C2C=2C=C(C=CC2)S(=O)(=O)N(C)C)C(F)(F)F)/F (Z)-3-(1-(4-amino-2-fluoro-but-2-en-1-yl)-2-(trifluoromethyl)-1H-benzo[d]imidazol-4-yl)-N,N-dimethylbenzenesulfonamide hydrochloride